pentacenol C1(=CC=CC2=CC3=CC4=CC5=CC=CC=C5C=C4C=C3C=C12)O